BrC1=CN=C(N1C)C(=O)NC1=CC(=C(C=C1)C(=O)N1CCNCC1)Cl 5-bromo-N-[3-chloro-4-(piperazine-1-carbonyl)phenyl]-1-methyl-imidazole-2-carboxamide